COC=1C=C(C=CC1)[C@@H](C)NC(C)=O N-((R)-1-(3-methoxyphenyl)ethyl)acetamide